ClC[C@H](COC1=C(C=C(C=C1)C(C)(C)C1=CC=C(C=C1)OC[C@@H](CN1N=NC(=C1CO)I)O)Cl)O (S)-1-chloro-3-(2-chloro-4-(2-(4-((R)-2-hydroxy-3-(5-(hydroxymethyl)-4-iodo-1H-1,2,3-triazol-1-yl)propoxy)phenyl)propan-2-yl)phenoxy)propan-2-ol